BrC1=CC=C(C(=C1)NC(C)(C)C)N 5-bromo-N1-(tert-butyl)benzene-1,2-diamine